tribromoboron 2-amino-5-(2,4-difluorophenyl)-4-oxo-4,5-dihydrofuran-3-yl-5-d-phenylmethanesulfonate NC=1OC(C(C1C(S(=O)(=O)O)C1=CC=CC=C1)=O)([2H])C1=C(C=C(C=C1)F)F.BrB(Br)Br